[Pd]=[Te] palladium (II) telluride